(S)-(1,3-Dimethyl-azetidin-3-yl)-[3-(tetrahydro-furan-3-yl)-phenyl]-(4-trifluoromethoxy-phenyl)-methanol CN1CC(C1)(C)[C@](O)(C1=CC=C(C=C1)OC(F)(F)F)C1=CC(=CC=C1)C1COCC1